1,3-dimethyl-imidazole chloride [Cl-].CN1CN(C=C1)C